NC1=NC=NN2C1=C(C=C2C=2C(=C(C(=O)N[C@@H]1CN(C[C@@H]1F)C(CC(C(F)(F)F)C(F)(F)F)=O)C(=CC2)F)F)C(F)(F)F 3-[4-amino-5-(trifluoromethyl)pyrrolo[2,1-f][1,2,4]triazin-7-yl]-2,6-difluoro-N-[(3R,4S)-4-fluoro-1-[4,4,4-trifluoro-3-(trifluoromethyl)butanoyl]pyrrolidin-3-yl]benzamide